C(C)(C)(C)N(C1=CC=C(C=C1)NCCC(CC)C)C(C)(C)C di-tert-butyl-3-methylpentyl-p-phenylenediamine